2-(((3-cyclopropyl-2-oxooxazolidin-5-yl)methoxy)methyl)-N-(1-methyl-1H-tetrazol-5-yl)-6-(trifluoromethyl)nicotinamide C1(CC1)N1C(OC(C1)COCC1=C(C(=O)NC2=NN=NN2C)C=CC(=N1)C(F)(F)F)=O